NC1=NC=CC(=C1Cl)SC=1N=CC(=NC1C)N1CCC(CC1)(C#N)C (5-((2-amino-3-chloropyridin-4-yl)thio)-6-methylpyrazin-2-yl)-4-methylpiperidine-4-carbonitrile